C(C)(C)(C)OC([C@H]([C@@H](C1=CC=C(C=C1)S(=O)(=O)C)O)N)=O (2S,3R)-2-amino-3-hydroxy-3-(4-methylsulfonyl-phenyl)propionic acid tert-butyl ester